trimethoxymercaptosilane COS(OC)(OC)[SiH3]